1H-indole-7-carbonitrile 2,2,2-trifluoroacetate FC(C(=O)O)(F)F.N1C=CC2=CC=CC(=C12)C#N